Ethyl (4aS,6S)-1-(4-fluorophenyl)-6-((1-methyl-1H-1,2,4-triazol-3-yl)thio)-1,4,5,6,7,8-hexahydro-4aH-benzo[f]indazole-4a-carboxylate FC1=CC=C(C=C1)N1N=CC=2C[C@]3(C(=CC12)CC[C@@H](C3)SC3=NN(C=N3)C)C(=O)OCC